C(C=CC)(=O)OCCCC monobutyl butenoate